2-(4-Fluoro-2-methylphenoxy)-N-(2-methoxypyridin-4-yl)-5-(trifluoromethyl)-4-vinylbenzamide FC1=CC(=C(OC2=C(C(=O)NC3=CC(=NC=C3)OC)C=C(C(=C2)C=C)C(F)(F)F)C=C1)C